[Si](C)(C)(C(C)(C)C)OCCN(C1=CC=C(/C=C/C2=C(\C(\CC(C2)(C)C)=C\C=O)SCCO[Si](C)(C)C(C)(C)C)C=C1)C (E)-2-(3-((E)-4-((2-((tert-butyldimethylsilyl)oxy)ethyl)(methyl)-amino)styryl)-2-((2-((tert-butyldimethylsilyl)oxy)ethyl)thio)-5,5-dimethylcyclohex-2-en-1-ylidene)acetaldehyde